2-((2-(3-chloro-5-(trifluoromethyl)pyridin-2-yl)ethyl)amino)-2-oxoacetic acid ClC=1C(=NC=C(C1)C(F)(F)F)CCNC(C(=O)O)=O